N-(methyl)guanine CNC=1NC(C=2NC=NC2N1)=O